FC(C(=O)O)(F)F.C1N(CC12CNC2)C2=CC=C(C=C2)C=2C=C(C1=CN(N=C1C2)C(C(=O)NC=2SC=CN2)C2=C1N(C=N2)CCC1)F 2-[6-[4-(2,6-diazaspiro[3.3]heptan-2-yl)phenyl]-4-fluoro-indazol-2-yl]-2-(6,7-dihydro-5H-pyrrolo[1,2-c]imidazol-1-yl)-N-thiazol-2-yl-acetamide, trifluoroacetic acid salt